C(C)(C)(C)OC(=O)N1C(=CC2=CC=C(C=C12)C)B(O)O (1-(tert-butoxycarbonyl)-6-methyl-1H-indol-2-yl)boronic acid